(S)-4-benzyl-6-(hydroxymethyl)morpholin-3-one C(C1=CC=CC=C1)N1C(CO[C@@H](C1)CO)=O